5-isopropyl-2,3,4,5-tetrahydro-1H-pyrido[4,3-b]indole hydrochloride Cl.C(C)(C)N1C2=C(C=3C=CC=CC13)CNCC2